[N+](=O)([O-])C1=C(C=NC=C1)NC=1C=NC(=CC1)OC1=CC=CC2=C1C1(CC1)CO2 N-(4-nitro-3-pyridinyl)-6-spiro[2H-benzofuran-3,1'-cyclopropane]-4-yloxy-pyridin-3-amine